1-(tert-butyl) 2-methyl (2S,3R,4R)-3-allyl-4-((S)-2-((tert-butoxycarbonyl)amino)-3-methylbutanamido)pyrrolidine-1,2-dicarboxylate C(C=C)[C@H]1[C@H](N(C[C@@H]1NC([C@H](C(C)C)NC(=O)OC(C)(C)C)=O)C(=O)OC(C)(C)C)C(=O)OC